NC1=CC=C(OC2=CC=C(C=C2)C(C(F)(F)F)(C(F)(F)F)C2=CC=C(C=C2)OC2=CC=C(C=C2)N)C=C1 2,2-bis[4-(4-aminophenoxy)phenyl]hexaFluoropropane